6-(4-methoxy-3-(1-methylcyclohexyl)phenyl)-2-naphthoic acid COC1=C(C=C(C=C1)C=1C=C2C=CC(=CC2=CC1)C(=O)O)C1(CCCCC1)C